BrC=1C(=NC=CC1)NS(=O)(=O)C(F)F N-(3-bromopyridin-2-yl)-1,1-difluoromethanesulfonamide